(6-(1-hydroxy-2-(methylthio)ethyl)-4-methylpyridin-3-yl)boronic acid OC(CSC)C1=CC(=C(C=N1)B(O)O)C